FC(C1=CC=C(C=C1)C1=CC=C(C=C1)C(=O)O[C@H]1C[C@H](N(C1)C(=O)OC(C)(C)C)C(=O)OC(C)(C)C)(F)F di-tert-butyl (2S,4S)-4-((4'-(trifluoromethyl)-[1,1'-biphenyl]-4-carbonyl)oxy)pyrrolidine-1,2-dicarboxylate